N-(3-methoxy-4-(4-methylpiperazin-1-yl)phenyl)-4-(2-(6-methylpyridin-2-yl)-6,7-dihydropyrido[2,3-d]pyrimidin-8(5H)-yl)pyridin-2-amine COC=1C=C(C=CC1N1CCN(CC1)C)NC1=NC=CC(=C1)N1CCCC2=C1N=C(N=C2)C2=NC(=CC=C2)C